tert-Butyl (2-(4-(((8-methyl-4-oxo-3,4-dihydroquinazolin-2-yl)methyl)thio)piperidin-1-yl) ethyl)carbamate CC=1C=CC=C2C(NC(=NC12)CSC1CCN(CC1)CCNC(OC(C)(C)C)=O)=O